[I-].C1(CCCC1)C1=C(N=[N+](C(=C1)SC)CC1=C(C(=CC=C1C)OC)C)C 4-cyclopentyl-1-(3-methoxy-2,6-dimethylbenzyl)-3-methyl-6-(methylthio)pyridazin-1-ium iodide